C(#N)C1=CC=C(C=C1)CC(C1=CC(=CC=C1)C(F)(F)F)=NNC(=O)NC1=CC=C(C=C1)OC(F)F 2-[2-(4-cyanophenyl)-1-[3-(trifluoromethyl)phenyl]ethylidene]-N-[4-(difluorometh-oxy)phenyl]-hydrazinecarboxamide